C(C)(C)(C)OC(=O)N1C(CCCC1)C1=CC=C(C=C1)C1C(NC(CC1)=O)=O (4-(2,6-dioxopiperidin-3-yl)phenyl)piperidine-1-carboxylic acid tert-butyl ester